7-chloro-6-((4-methoxybenzyl)amino)pyrido[3,2-d]pyrimidin-4(3H)-one ClC1=CC=2N=CNC(C2N=C1NCC1=CC=C(C=C1)OC)=O